N=1ON=C2C1C=CC(=C2)N2C=C(C1=CC=C(C=C21)Cl)S(=O)(=O)N (2,1,3-benzooxadiazol-5-yl)-6-chloro-1H-indole-3-sulfonamide